1-fluoro-3-(isocyano(tosyl)methyl)benzene tert-butyl-4-(4-methyl-1-((S)-tetrahydrofuran-3-yl)-1H-pyrazol-5-yl)-2-oxopiperidine-1-carboxylate C(C)(C)(C)OC(=O)N1C(CC(CC1)C1=C(C=NN1[C@@H]1COCC1)C)=O.FC1=CC(=CC=C1)C(S(=O)(=O)C1=CC=C(C)C=C1)[N+]#[C-]